N-(4-methyl-3-(4,4,5,5-tetramethyl-1,3,2-dioxaborolan-2-yl)phenyl)-5-(trifluoromethyl)pyridazine-3-carboxamide CC1=C(C=C(C=C1)NC(=O)C=1N=NC=C(C1)C(F)(F)F)B1OC(C(O1)(C)C)(C)C